(S)-N-((S)-1-(5-(2-Cyclopropylchinolin-6-yl)-1H-imidazol-2-yl)-7-oxononyl)-6-isopropyl-6-azaspiro[2.5]octan-1-carboxamid C1(CC1)C1=NC2=CC=C(C=C2C=C1)C1=CN=C(N1)[C@H](CCCCCC(CC)=O)NC(=O)[C@H]1CC12CCN(CC2)C(C)C